C1(O)=C(O)C(=CC=C1)C1=CC(=CC=C1C(N[C@@H](CCC(=O)[O-])C(=O)O)=O)NCC1=CN=C2N=C(N)NC(=O)C2=N1 catechol-folate